C(CCCCCCC)(=O)O[C@@H](CCOC=1C=C(OCC[C@H](CCCCCCCCC(=O)[O-])CCCCCCCC(=O)[O-])C=C(C1)CN(C)C)COC(CCCCCCC)=O (R)-4-(3-((S)-3,4-bis(octanoyloxy)butoxy)-5-((dimethylamino)methyl)phenoxy)butane-1,2-diyldioctanoate